R-Furan O1C=CC=C1